3-oxo-2-(1,2-thiazol-4-yl)-6-[4-(trifluoromethoxy)phenyl]-2,3-dihydropyridazine-4-carboxylic acid ethyl ester C(C)OC(=O)C=1C(N(N=C(C1)C1=CC=C(C=C1)OC(F)(F)F)C=1C=NSC1)=O